BrC1=C(C=C2C(=NC(=NC2=C1F)Cl)N1C[C@@H](N(CC1)C(=O)OC(C)(C)C)CC#N)Cl tert-butyl (2S)-4-(7-bromo-2,6-dichloro-8-fluoro-quinazolin-4-yl)-2-(cyanomethyl)piperazine-1-carboxylate